BrCC1=CC(=CC=C1)C#C 1-(bromomethyl)-3-ethynylbenzene